(E)-3-(dimethylamino)-1-(2-methylimidazo[1,2-a]pyridin-3-yl)prop-2-en-1-one CN(/C=C/C(=O)C1=C(N=C2N1C=CC=C2)C)C